COC1=C(CNC2=NC=CC=C2[N+](=O)[O-])C=CC(=C1)OC N-(2,4-dimethoxybenzyl)-3-nitropyridin-2-amine